3-benzyl-6,7-dichloro-1,3,4,9-tetrahydro-[1,2]thiazino[4,3-g]indole 2,2-dioxide C(C1=CC=CC=C1)C1CC=2C=C(C=3C(=CNC3C2NS1(=O)=O)Cl)Cl